NCCNCCN Aminoethyl-aminoethylamine